ClC1=CC(=C2C=C(NC2=C1)C(=O)N)F 6-chloro-4-fluoro-1H-indole-2-carboxamide